18-[[(1S)-1-carboxy-4-[3-[2-[2-[2-(2,5-dioxopyrrolidin-1-yl)oxy-2-oxo-ethoxy]ethoxy]ethylcarbamoylamino]propylamino]-4-oxo-butyl]amino]-18-oxo-octadecanoic acid C(=O)(O)[C@H](CCC(=O)NCCCNC(NCCOCCOCC(=O)ON1C(CCC1=O)=O)=O)NC(CCCCCCCCCCCCCCCCC(=O)O)=O